O(C)C1=C(C(=NC=C1)N)N 4-methoxyl-pyridine-2,3-diamine